allyl 7-(((((S)-1-(benzyloxy)-1-oxopropan-2-yl)amino)(phenoxy)phosphoryl)methyl)-2-naphthoate C(C1=CC=CC=C1)OC([C@H](C)NP(=O)(OC1=CC=CC=C1)CC1=CC=C2C=CC(=CC2=C1)C(=O)OCC=C)=O